(E)-N'-hydroxy-N-phenylbenzimidamide O/N=C(\C1=CC=CC=C1)/NC1=CC=CC=C1